FC(C=1C=C(\C=C/2\C(C=3C=CC(=CC3CC2)C(=O)NCCCCCC(=O)O)=O)C=C(C1)C(F)(F)F)(F)F (E)-6-(6-(3,5-bis(trifluoromethyl)-benzylidene)-5-oxo-5,6,7,8-tetrahydro-naphthalene-2-carboxamido)hexanoic acid